2-isopropenyl-4-methyl-6-[3,4,5-trihydroxy-6-(3,4,5-trihydroxy-6-hydroxymethyl-tetrahydro-pyran-2-yloxymethyl)-tetrahydro-pyran-2-yloxy]-2,3-dihydro-1H-azulen C(=C)(C)C1CC2=CC=C(C=C(C2C1)C)OC1OC(C(C(C1O)O)O)COC1OC(C(C(C1O)O)O)CO